NC=1SC2=C(C1C#N)C(=CC=C2F)C=2C1=C(C=3C(=NC=NC3C2F)N2[C@H]3CN[C@@H](C2)C3)C(OC1)CC#N 2-Amino-4-[9-(cyanomethyl)-1-[(1R,4R)-2,5-diazabicyclo[2.2.1]heptan-2-yl]-5-fluoro-7,9-dihydrofuro[3,4-f]quinazolin-6-yl]-7-fluoro-benzothiophene-3-carbonitrile